tert-butyl (R)-2-((S)-4-(2,4-difluoro-6-(2-methoxyethoxy)phenyl)-3-fluoro-7-hydroxyfuro[2,3-c]pyridin-5-yl)-4-methyl-6,7-dihydropyrazolo[1,5-a]pyrazine-5(4H)-carboxylate FC1=C(C(=CC(=C1)F)OCCOC)C1=C2C(=C(N=C1C1=NN3C([C@H](N(CC3)C(=O)OC(C)(C)C)C)=C1)O)OC=C2F